(2-chloro-3-methoxyphenyl)-[(3S,9aS)-3-[6-(trifluoromethyl)pyridazin-3-yl]-3,4,6,7,9,9a-hexahydro-1H-pyrazino[2,1-c][1,4]oxazin-8-yl]methanone ClC1=C(C=CC=C1OC)C(=O)N1C[C@H]2CO[C@@H](CN2CC1)C=1N=NC(=CC1)C(F)(F)F